N1=CC(=CC=C1)C1C(CCCC1)C=1C(=NC(=CC1)C(=O)N)C(=O)N (2-(pyridin-3-yl)cyclohexyl)pyridine-2,6-dicarboxamide